1-(4-((2-amino-6-bromophenyl)amino)piperidin-1-yl)-2-(4-(trifluoromethyl)phenyl)ethan-1-one NC1=C(C(=CC=C1)Br)NC1CCN(CC1)C(CC1=CC=C(C=C1)C(F)(F)F)=O